1,4-butanediamine hydroiodide I.C(CCCN)N